N1N=NC(=C1)C(=O)N 4-triazolamide